2-FLUORO-6-ISOPROPOXYPHENYLBORONIC ACID FC1=C(C(=CC=C1)OC(C)C)B(O)O